[Na+].[As]([O-])([O-])[O-].[Na+].[Na+] Arsenous Acid Sodium Salt